BrC=1C=C(C(=NC1)CN(C(=O)C1=CC2=NC(=C3C(=C2N1)COC3)NC(OC(C)(C)C)=O)C(C)C3=NC=CN=C3)F tert-butyl (2-(((5-bromo-3-fluoropyridin-2-yl)methyl)(1-(pyrazin-2-yl)ethyl)carbamoyl)-6,8-dihydro-1H-furo[3,4-d]pyrrolo[3,2-b]pyridin-5-yl)carbamate